NC1=NC=2C=C(C=CC2C2=C1N=C(N2CC2=CC=C(C=C2)CN2CCN(CC2)C)CCCC)CC(=O)OC Methyl 2-(4-amino-2-butyl-1-(4-((4-methylpiperazin-1-yl)methyl)benzyl)-1H-imidazo[4,5-c]quinolin-7-yl)acetate